(1-cyanocyclohexyl)methyl-glycine C(#N)C1(CCCCC1)CNCC(=O)O